N-[5-[2-chloro-6-(1-hydroxy-1-ethyl-ethyl)-4-pyridyl]-4-(3-cyanophenyl)thiazol-2-yl]-2-oxa-6-azaspiro[3.3]heptane ClC1=NC(=CC(=C1)C1=C(N=C(S1)N1CC2(COC2)C1)C1=CC(=CC=C1)C#N)C(C)(CC)O